CCC(=C1C(=O)CC(CC1=O)C(=O)[O-])[O-] The molecule is an organic anion derived from prohexadione by deprotonation of both the carboxy group and a hydroxy group of any of the enolate forms of the triketo moiety. The corresponding calcium salt, prohexadione-calcium, is used as an anti-lodging agent in small-grain cereals. It has a role as a plant growth regulator and a gibberellin biosynthesis inhibitor. It is a conjugate base of a prohexadione.